C1(CCCCC1)C(=O)NC1=CC=C(C=C1)C1=NC2=CC=CC=C2C(=C1)C(=O)O 2-(4-(Cyclohexanecarboxamido)phenyl)quinoline-4-carboxylic acid